(Z)-1-tetradecen-1-ol C(=C/CCCCCCCCCCCC)/O